2-(4-cyclopropyl-6-methoxy-pyrimidin-5-yl)-N,N-dimethyl-4-[[4-[1-methyl-4-(trifluoromethyl)imidazol-2-yl]phenyl]methoxy]pyrimidin-5-amine C1(CC1)C1=NC=NC(=C1C1=NC=C(C(=N1)OCC1=CC=C(C=C1)C=1N(C=C(N1)C(F)(F)F)C)N(C)C)OC